ClC=1C=C2C(=C3C1NC(NC31CCC(CC1)(F)F)=O)OC(=N2)C 5-chloro-4',4'-difluoro-2-methyl-7,8-dihydro-6H-spiro[[1,3]oxazolo[5,4-f]quinazoline-9,1-cyclohexane]-7-one